Trisodium pyran-2-carboxylate O1C(C=CC=C1)C(=O)[O-].[Na+].[Na+].[Na+].O1C(C=CC=C1)C(=O)[O-].O1C(C=CC=C1)C(=O)[O-]